2,4-difluoro-3-([imidazo[1,5-b]pyridazin-3-yloxy]methyl)aniline FC1=C(N)C=CC(=C1COC1=CC=2N(N=C1)C=NC2)F